C(C)(C)(C)C1=CN=C(N1COCC[Si](C)(C)C)C(=O)O 5-(tert-butyl)-1-((2-(trimethylsilyl)ethoxy)methyl)-1H-imidazole-2-carboxylic acid